ClC=1C=C(C=CC1OCC1=CC(=CC=C1)F)B1OC(C(O1)(C)C)(C)C 2-{3-chloro-4-[(3-fluorophenyl)methoxy]phenyl}-4,4,5,5-tetramethyl-1,3,2-dioxaborolane